C12CC(CC2C1)=CB1OC(C(O1)(C)C)(C)C 2-(bicyclo[3.1.0]hexan-3-ylidenemethyl)-4,4,5,5-tetramethyl-1,3,2-dioxaborolane